([4-[1-methyl-4-(trifluoromethyl)-1H-imidazol-2-yl]phenyl]methyl)-2-[2-(propan-2-yl)phenyl]-5H,6H,7H-pyrrolo[2,3-d]pyrimidin-6-one CN1C(=NC(=C1)C(F)(F)F)C1=CC=C(C=C1)CC=1C2=C(N=C(N1)C1=C(C=CC=C1)C(C)C)NC(C2)=O